N-[4-(1-{[2-(pyridin-3-yl)-1,3-thiazol-4-yl]carbonyl}piperidin-4-yl)butyl]thieno[2,3-c]pyridine-2-carboxamide N1=CC(=CC=C1)C=1SC=C(N1)C(=O)N1CCC(CC1)CCCCNC(=O)C1=CC=2C(=CN=CC2)S1